3-chloro-5-(2-(4-((2-(4-(1-(piperazin-3-yl)azetidin-3-yl)piperazin-1-yl)pyrimidin-4-yl)methoxy)phenyl)propan-2-yl)benzonitrile trifluoroacetate FC(C(=O)O)(F)F.ClC=1C=C(C#N)C=C(C1)C(C)(C)C1=CC=C(C=C1)OCC1=NC(=NC=C1)N1CCN(CC1)C1CN(C1)C1CNCCN1